tert-butyl N-[2-[[3,4-dichloro-10-(1-tetrahydropyran-2-ylpyrazol-4-yl)-6,7,8,9-tetrahydropyrido[1,2-a]indol-7-yl]amino]-2-oxo-ethyl]carbamate ClC1=CC=C2C(=C3N(C2=C1Cl)CC(CC3)NC(CNC(OC(C)(C)C)=O)=O)C=3C=NN(C3)C3OCCCC3